CC=1CCOC(C1)C(=C)CCCCCC 4-methyl-6-(oct-1-en-2-yl)-3,6-dihydro-2H-pyran